[N].[Y].[Al] aluminium yttrium nitrogen